3-fluoro-4-[[1-[3-[2-[(5-methyltetrazol-2-yl)methyl]-4-(trifluoromethyl)phenyl]propanoyl]-piperidin-4-yl]methylsulfinyl]-benzenesulfonamide FC=1C=C(C=CC1S(=O)CC1CCN(CC1)C(CCC1=C(C=C(C=C1)C(F)(F)F)CN1N=C(N=N1)C)=O)S(=O)(=O)N